ONC(=O)C=1C=NC(=NC1)C12CNCC2C1NCC1=NC2=CC=C(C=C2C=C1)F N-hydroxy-2-{6-[(6-fluoro-quinolin-2-ylmethyl)-amino]-3-aza-bicyclo[3.1.0]hexyl}pyrimidine-5-carboxamide